FC(C1=CC=C(C=C1)NC1=C(C=CC=C1)C1=NN=C(O1)C(CC#C)O)(F)F 1-(5-(2-((4-(trifluoromethyl)phenyl)amino)phenyl)-1,3,4-oxadiazol-2-yl)but-3-yn-1-ol